1-(2-methoxy-tetracosanyl)-sn-glycero-3-phosphoserine COC(COC[C@@H](O)COP(=O)(O)OC[C@H](N)C(=O)O)CCCCCCCCCCCCCCCCCCCCCC